N,N,N',N',N'',N''-hexakis-propoxymethyl-[1,3,5]triazine-2,4,6-triamine C(CC)OCN(C1=NC(=NC(=N1)N(COCCC)COCCC)N(COCCC)COCCC)COCCC